benzyl 2-benzyl-4-imidazo[1,2-a]pyridin-2-yl-3-oxo-piperazine-1-carboxylate C(C1=CC=CC=C1)C1N(CCN(C1=O)C=1N=C2N(C=CC=C2)C1)C(=O)OCC1=CC=CC=C1